BrC1=C2C(=NC=C1)N(C(N2C)=O)C2OCCCC2 7-bromo-1-methyl-3-tetrahydropyran-2-yl-imidazo[4,5-b]Pyridin-2-one